C(#N)C1=CC(=NC=C1)N1CC(CC1)NC(OC(C)(C)C)=O tert-butyl (1-(4-cyanopyridin-2-yl)pyrrolidin-3-yl)carbamate